C(CCCCCCCCCCCCCCCCCCC)OCCCCCCCCCCCCCCCCCCCCCCCCCCCC n-eicosyloctacosyl ether